FC1([C@@H](C[C@]2(CN(C(O2)=O)C2=NC=C(N=C2)C(C)(C)O)CC1)CN1C=NC2=C1C=C(C=C2)C#N)F 1-(((5s,7s)-8,8-difluoro-3-(5-(2-hydroxy-prop-2-yl)pyrazin-2-yl)-2-oxo-1-oxa-3-azaspiro[4.5]decan-7-yl)methyl)-1H-benzo[d]imidazole-6-carbonitrile